2-(5,5-dimethyl-2-oxa-5-silahex-1-yl)-4-formylpyrazole-3-carboxylic acid methyl ester COC(=O)C=1N(N=CC1C=O)COCC[Si](C)(C)C